BrC=1C=C(C=C(C1)Cl)CNC(OC(C)(C)C)=O tert-butyl N-[(3-bromo-5-chloro-phenyl)methyl]carbamate